1-Bromo-2,6-dimethoxybenzene BrC1=C(C=CC=C1OC)OC